ClC=1C(=C(C=C2C=C(N=CC12)NC=1C=C2CCN(CC2=CC1)C)C1=C(C2=C(OCCN2C(=O)[O-])N=C1)C)F 7-(8-chloro-7-fluoro-3-((2-methyl-1,2,3,4-tetrahydroisoquinolin-6-yl) Amino)isoquinolin-6-yl)-8-methyl-2,3-dihydro-1H-pyrido[2,3-b][1,4]oxazine-1-carboxylate